N-[3-(5-chloro-1,3-benzoxazol-2-yl)-3-azaspiro[5.5]undecan-9-yl]-5-(ethylsulfonimidoyl)furan-2-carboxamide ClC=1C=CC2=C(N=C(O2)N2CCC3(CC2)CCC(CC3)NC(=O)C=3OC(=CC3)S(=O)(=N)CC)C1